COC1=CC=C(CN(S(=O)(=O)C2=C(C=C(CC(C(=O)OCC)C(CC3CC3)=O)C=C2)F)CC2=CC=C(C=C2)OC)C=C1 ethyl 2-(4-(N,N-bis(4-methoxybenzyl) sulfamoyl)-3-fluorobenzyl)-4-cyclopropyl-3-oxobutanoate